BrC1=C(C=C(C(=O)N2CC=3N=C(N(C(C3C[C@H]2C)=O)C2=CC=C(C=C2)C2=NN=CN2C)SC)C=C1)C(F)(F)F (R)-7-(4-bromo-3-(trifluoromethyl)benzoyl)-6-methyl-3-(4-(4-methyl-4H-1,2,4-triazol-3-yl)phenyl)-2-(methylthio)-5,6,7,8-tetrahydropyrido[3,4-d]pyrimidin-4(3H)-one